ethyl 5-(N-(4-chloro-2-((2-chloro-N-((5-bromothiophen-2-yl) methyl) benzamido) methyl) phenyl)-N-ethylsulfamoyl)-3-methylbenzofuran-2-carboxylate ClC1=CC(=C(C=C1)N(S(=O)(=O)C=1C=CC2=C(C(=C(O2)C(=O)OCC)C)C1)CC)CN(C(C1=C(C=CC=C1)Cl)=O)CC=1SC(=CC1)Br